FC1=C(OC2=CC=3N(C=C2C=2C4=C(C(N(C2)C)=O)NC=C4)C(=CN3)S(=O)(=O)CC)C=CC(=C1)F 4-(7-(2,4-difluorophenoxy)-3-(ethylsulfonyl)imidazo[1,2-a]pyridin-6-yl)-6-methyl-1,6-dihydro-7H-pyrrolo[2,3-c]pyridin-7-one